(E)-4-(3,5-diethoxystyrenyl)phenol C(C)OC=1C=C(/C=C/C2=CC=C(C=C2)O)C=C(C1)OCC